dimethyl-(3-amino)cyclobutan-1-ol CC1C(C(C1O)C)N